C(C)(C)(C)OC(=O)NCC1(OC2=C(C1)C=C(C(=C2[C@@H](C)NC2=NC=1N(C=C2)N=CC1C(=O)OCC)F)F)C ethyl 5-(((1R)-1-(2-(((tert-butoxycarbonyl)amino)methyl)-5,6-difluoro-2-methyl-2,3-dihydrobenzofuran-7-yl)ethyl)amino)pyrazolo[1,5-a]pyrimidine-3-carboxylate